N[C@@H](C)C(=[18O])[18OH] L-alanine-18O2